N-[5-(4-cyanophenyl)-1-trityl-1H-indazol-3-yl]-1-methylpiperidine-4-carboxamide C(#N)C1=CC=C(C=C1)C=1C=C2C(=NN(C2=CC1)C(C1=CC=CC=C1)(C1=CC=CC=C1)C1=CC=CC=C1)NC(=O)C1CCN(CC1)C